tert-butyl N-[(2S)-2-[2,4-dichloro-6-[2-(1H-indol-3-yl)ethylamino]pyrimidin-5-yl]oxypropyl]carbamate ClC1=NC(=C(C(=N1)Cl)O[C@H](CNC(OC(C)(C)C)=O)C)NCCC1=CNC2=CC=CC=C12